2-((1-(2-(4-(4-acetylpiperazin-1-yl)phenyl)-6-chloro-4-oxo-4H-chromen-8-yl)ethyl)amino)benzoic acid C(C)(=O)N1CCN(CC1)C1=CC=C(C=C1)C=1OC2=C(C=C(C=C2C(C1)=O)Cl)C(C)NC1=C(C(=O)O)C=CC=C1